sodium bis(2,4-di-t-butylphenyl) phosphate P(=O)(OC1=C(C=C(C=C1)C(C)(C)C)C(C)(C)C)(OC1=C(C=C(C=C1)C(C)(C)C)C(C)(C)C)[O-].[Na+]